4-[8-(2-chlorophenyl)-9-(4-chlorophenyl)-6-[4-(trifluoromethyl)-1-piperidinyl]purin-2-yl]-1,4-thiazinan 1,1-dioxide ClC1=C(C=CC=C1)C=1N(C2=NC(=NC(=C2N1)N1CCC(CC1)C(F)(F)F)N1CCS(CC1)(=O)=O)C1=CC=C(C=C1)Cl